tert-butyl (1R,5R)-6-(6-(8-chloro-7-fluoronaphthalen-1-yl)-7-fluoroisothiazolo[4,3-c]pyridin-3-yl)-2,6-diazabicyclo[3.2.0]heptane-2-carboxylate ClC=1C(=CC=C2C=CC=C(C12)C1=C(C=2C(C=N1)=C(SN2)N2[C@@H]1CCN([C@@H]1C2)C(=O)OC(C)(C)C)F)F